[6-(3-cyclopropyl-1,2,4-triazol-1-yl)-2-azaspiro[3.3]heptan-2-yl]-[3-[3-cyclopropyl-4-(trifluoromethyl)phenoxy]azetidin-1-yl]methanone C1(CC1)C1=NN(C=N1)C1CC2(CN(C2)C(=O)N2CC(C2)OC2=CC(=C(C=C2)C(F)(F)F)C2CC2)C1